4-(6-((4-cyano-2-fluorobenzyl)oxy)-3,5-difluoropyridin-2-yl)piperazine C(#N)C1=CC(=C(COC2=C(C=C(C(=N2)N2CCNCC2)F)F)C=C1)F